α-Bromoisobutyric bromide BrC(C(=O)Br)(C)C